pyridazin-3-carbonitrile N1=NC(=CC=C1)C#N